3-bromo-9-(2-naphthyl)-9H-carbazole BrC=1C=CC=2N(C3=CC=CC=C3C2C1)C1=CC2=CC=CC=C2C=C1